3-Bromo-6-ethyl-2-(5-fluoropyridin-2-yl)-6-methyl-6,7-dihydro-4H-pyrazolo[5,1-c][1,4]oxazine BrC=1C(=NN2C1COC(C2)(C)CC)C2=NC=C(C=C2)F